2-(2-amino-6-(1H-indol-1-yl)-9H-purin-9-yl)-N-(1-ethyl-3-methyl-1H-pyrazol-5-yl)acetamide NC1=NC(=C2N=CN(C2=N1)CC(=O)NC1=CC(=NN1CC)C)N1C=CC2=CC=CC=C12